NCCCN[SiH3] N-(3-amino)propylaminosilane